(±)-Ethyl 2-((2-methyl-6-(1-methyl-5-(((tetrahydro-2H-pyran-2-yl)oxy)methyl)-1H-1,2,3-triazol-4-yl)pyridin-3-yl)oxy)bicyclo[3.1.0]hexane-6-carboxylate CC1=NC(=CC=C1OC1C2C(C2CC1)C(=O)OCC)C=1N=NN(C1COC1OCCCC1)C